(s)-1-(4-methoxyphenyl)-3-(1-(naphthalen-1-yl)ethyl)thiourea COC1=CC=C(C=C1)NC(=S)N[C@@H](C)C1=CC=CC2=CC=CC=C12